(4-Benzylthio-2-methyl-phenyl)-6-(cyclohexyloxy)-9-tetrahydropyran-2-yl-purin-2-amine C(C1=CC=CC=C1)SC1=CC(=C(C=C1)C=1N(C2=NC(=NC(=C2N1)OC1CCCCC1)N)C1OCCCC1)C